(3β,25R)-Spirost-5-en-3-ol C[C@H]1[C@H]2[C@H](C[C@H]3[C@@H]4CC=C5C[C@H](CC[C@]5(C)[C@H]4CC[C@]23C)O)O[C@]12CC[C@@H](C)CO2